[Si](C)(C)(C(C)(C)C)OC[C@@H](C1=CC=C(C=C1)C#C)NC(=O)[C@H]1N(C[C@@H](C1)O)C([C@H](C(C)(C)C)NC(CCCCCCCC(=O)OC)=O)=O methyl 9-(((S)-1-((2S,4R)-2-(((R)-2-((tert-butyldimethylsilyl)oxy)-1-(4-ethynylphenyl)ethyl)carbamoyl)-4-hydroxypyrrolidin-1-yl)-3,3-dimethyl-1-oxobutan-2-yl)amino)-9-oxononanoate